(±)-2-(5-Bromopyridin-2-yl)butanoic acid methyl ester COC([C@H](CC)C1=NC=C(C=C1)Br)=O |r|